C(C)(C)(C)[S@@](=O)N (R)-tert-Butanesulfinamide